COC1=CC=C2C(=N1)C(=CN2)CCN(C(C)C)C N-(2-(5-methoxy-1H-pyrrolo[3,2-b]pyridin-3-yl)ethyl)-N-methylpropan-2-amine